C(CC)SC=1C=C2C=CNC2=CC1 5-Propylthioindole